COC1=C(C=C2C(=NC=NC2=C1)C=1C(=NN(C1)C)C1=CC=CC=C1)N1CCOCC1 4-(7-methoxy-4-(1-methyl-3-phenyl-1H-pyrazol-4-yl)quinazolin-6-yl)morpholine